C(CCCCC)C1=CC=C(C(=O)O)C=C1 p-(hexyl)benzoic acid